(E)-3-(4-Methoxyphenyl)-1-[4-(oxan-2-yloxy)phenyl]prop-2-en-1-one COC1=CC=C(C=C1)/C=C/C(=O)C1=CC=C(C=C1)OC1OCCCC1